4-(methoxymethoxy)-1-(methoxymethyl)-3-(trifluoromethyl)-1,4,5,6-tetrahydro-7H-indazol-7-one COCOC1C=2C(=NN(C2C(CC1)=O)COC)C(F)(F)F